4-fluoro-N-((1S,2R)-2-methyl-1-((6aS,7aR)-5-(2-methyl-pyrimidin-4-yl)-6,6a,7,7a-tetra-hydro-5H-cyclopropa[c][1,5]naphthyridin-2-yl)cyclopropyl)-benzamide FC1=CC=C(C(=O)N[C@@]2([C@@H](C2)C)C=2N=C3[C@H]4[C@@H](CN(C3=CC2)C2=NC(=NC=C2)C)C4)C=C1